8-(4-(Bis(4-fluorophenyl)methyl)-2,5-dicyclohexylpiperazin-1-yl)-5-methyl-6-oxo-5,6-dihydro-1,5-naphthyridine-2-carbonitrile FC1=CC=C(C=C1)C(N1CC(N(CC1C1CCCCC1)C1=CC(N(C=2C=CC(=NC12)C#N)C)=O)C1CCCCC1)C1=CC=C(C=C1)F